O=C1NC(CCC1NC1=CC=C(C=C1)C1CCNCC1)=O 4-(4-((2,6-dioxopiperidin-3-yl)amino)phenyl)piperidin